tert-butyl N-[(2S)-2-amino-2-phenyl-ethyl]carbamate N[C@H](CNC(OC(C)(C)C)=O)C1=CC=CC=C1